OCCC1=CC(=NC=C1)C1=CN=C2N1N=C(C=C2)NC(C)C2=C(C=CC(=C2)F)O 3-(4-(hydroxyethyl)pyridin-2-yl)-N-(1-(5-fluoro-2-hydroxyphenyl)ethyl)imidazo[1,2-b]pyridazine-6-amine